((R)-2-(2-Chlorophenyl)-4-methyl-5-oxopiperazin-1-yl)-N-((R,E)-4-(methylsulfonyl)but-3-en-2-yl)pyrazine-2-carboxamide ClC1=C(C=CC=C1)[C@H]1N(CC(N(C1)C)=O)C=1C(=NC=CN1)C(=O)N[C@H](C)\C=C\S(=O)(=O)C